C(C)(C)(C)OC(=O)N1CC2=CC=CC=C2C[C@H]1[C@@H](CNC(=O)C=1C=C2CN(C(C2=CC1OCC)=O)CC(C)C)O (S)-3-((R)-2-(6-ethoxy-2-isobutyl-1-oxoisoindoline-5-carboxamido)-1-hydroxyethyl)-3,4-dihydroisoquinoline-2(1H)-carboxylic acid tert-butyl ester